N-methyl-2-((1-(2-(2-hydroxyethoxy)ethoxycarbonyl)-3-((1E)-2-(2-pyridinyl)ethenyl)-1H-indazol-6-yl)thio)benzamide hydrochloride Cl.CNC(C1=C(C=CC=C1)SC1=CC=C2C(=NN(C2=C1)C(=O)OCCOCCO)\C=C\C1=NC=CC=C1)=O